[Br].NCCN1CN(C=C1)C 1-(2-aminoethyl)-3-methylimidazole bromine